COC([C@H](CI)NC(=O)OCC1C2=CC=CC=C2C=2C=CC=CC12)=O.C(C=1C(O)=CC=CC1)[S] salicyl-sulfur Methyl-(R)-2-((((9H-fluoren-9-yl)methoxy)carbonyl)amino)-3-iodopropanoate